methyl 4-[3-[(4-chloro-1-tetrahydropyran-2-yl-indazol-5-yl)amino]-4-methyl-pyrazol-1-yl]-2-methoxy-benzoate ClC1=C2C=NN(C2=CC=C1NC1=NN(C=C1C)C1=CC(=C(C(=O)OC)C=C1)OC)C1OCCCC1